N-(4-(5-chloropyridin-3-yl)-3-fluoro-2-methylphenyl)-2-(2-(cyclopropanesulfonamido)thiazol-4-yl)-2-methylpropanamide ClC=1C=C(C=NC1)C1=C(C(=C(C=C1)NC(C(C)(C)C=1N=C(SC1)NS(=O)(=O)C1CC1)=O)C)F